4-methyl-N-[1-(propan-2-yl)-1H-1,2,3-triazol-4-yl]-3-[2-(pyridin-3-yl)ethynyl]benzamide CC1=C(C=C(C(=O)NC=2N=NN(C2)C(C)C)C=C1)C#CC=1C=NC=CC1